3-(4-fluoro-5-(5-((4'-fluoro-5,5-dimethyl-3,4,5,6-tetrahydro-[1,1'-biphenyl]-2-yl)methyl)-2,5-diazabicyclo[2.2.2]octane-2-carbonyl)-1-oxoisoindolin-2-yl)piperidine-2,6-dione FC1=C2CN(C(C2=CC=C1C(=O)N1C2CN(C(C1)CC2)CC2=C(CC(CC2)(C)C)C2=CC=C(C=C2)F)=O)C2C(NC(CC2)=O)=O